BrC=1C(=C(N(N1)[C@H](CO[Si](C)(C)C(C)(C)C)C)CO)I [5-bromo-2-[(1S)-2-[tert-butyl(dimethyl)silyl]oxy-1-methyl-ethyl]-4-iodo-pyrazol-3-yl]methanol